(2S,4R*)-4-(1,3-dioxan-2-yl)-1-((4-(4-fluorophenoxy)benzoyl)glycyl)pyrrolidine-2-carboxylic acid O1C(OCCC1)[C@@H]1C[C@H](N(C1)C(CNC(C1=CC=C(C=C1)OC1=CC=C(C=C1)F)=O)=O)C(=O)O |o1:6|